C(#N)C1=CNC2=NC=C(N=C21)N2CCC(CC2)N(C(=O)NC=2C(N(C=C(C2)C(F)(F)F)C)=O)C 1-(1-(7-cyano-5H-pyrrolo[2,3-b]pyrazin-2-yl)piperidin-4-yl)-1-methyl-3-(1-methyl-2-oxo-5-(trifluoromethyl)-1,2-dihydropyridin-3-yl)urea